1-[2-(5-{[(5-chlorothiophen-2-yl)methyl]amino}-1-(2-methoxybenzoyl)-1H-pyrazol-3-yl)pyrrolidin-1-yl]-2-methylpropan-1-one ClC1=CC=C(S1)CNC1=CC(=NN1C(C1=C(C=CC=C1)OC)=O)C1N(CCC1)C(C(C)C)=O